N1=C(C=CC2=CC=CN=C12)B(O)O 1,8-NAPHTHYRIDIN-2-YLBORONIC ACID